5-(3-nitrophenyl)pyrazole-4-carboxamide [N+](=O)([O-])C=1C=C(C=CC1)C1=C(C=NN1)C(=O)N